C1=CC=CC2=C1C(NC1=C(S2=O)C=CC=C1)=O dibenzo[b,f][1,4]thiazepin-11(10H)-one 5-oxide